2-(bromomethyl)-3-methoxypyridine BrCC1=NC=CC=C1OC